2-chloro-3,4-difluoro-N-(5-fluoro-3-(6-fluoro-[1,2,4]triazolo[1,5-a]pyridin-2-yl)-2-methylphenyl)benzamide ClC1=C(C(=O)NC2=C(C(=CC(=C2)F)C2=NN3C(C=CC(=C3)F)=N2)C)C=CC(=C1F)F